5-[cyclopropyl(methyl)amino]-N-(5-[[(1S,2S)-2-hydroxycyclohexyl]carbamoyl]-2-methylphenyl)pyridine-3-carboxamide C1(CC1)N(C=1C=C(C=NC1)C(=O)NC1=C(C=CC(=C1)C(N[C@@H]1[C@H](CCCC1)O)=O)C)C